OCCNC(O[C@@H]1CC[C@H](CC1)C(N(C1=NC=CC(=C1)C=1C=NN(C1)C1CC1)C[C@@H]1CC[C@H](CC1)C1=CC(=C(C=C1)OC)C#N)=O)=O trans-4-(((trans-4-(3-Cyano-4-methoxyphenyl)cyclohexyl)methyl)(4-(1-cyclopropyl-1H-pyrazol-4-yl)pyridin-2-yl)carbamoyl)cyclohexyl (2-hydroxyethyl)carbamate